3-[2-(benzyloxy)ethoxy]-4-bromoaniline C(C1=CC=CC=C1)OCCOC=1C=C(N)C=CC1Br